2-((9-bromononyl)oxy)tetrahydro-2H-pyran BrCCCCCCCCCOC1OCCCC1